ONC(CCCCCCNC(C1=CC(=C(C=C1)CC1=CNC2=CC=C(C=C12)OC)OC)=O)=O N-(7-(hydroxyamino)-7-oxoheptyl)-3-methoxy-4-((5-methoxy-1H-indol-3-yl)methyl)benzamide